5-tert-butyl-1,3-bis(1-acetoxy-1-methylethyl)benzene C(C)(C)(C)C=1C=C(C=C(C1)C(C)(C)OC(C)=O)C(C)(OC(C)=O)C